C(C)(C)(C)SC1=CC=2N(C=C1OCC(C)O)N=CC2 1-((5-(tert-butylthio)pyrazolo[1,5-a]pyridin-6-yl)oxy)propan-2-ol